O1C2=C(N(CC1)C(=O)C1=NC(=CN=C1)C1=CC=NN1C)C=CC=C2 (2,3-dihydro-4H-benzo[b][1,4]oxazin-4-yl)(6-(1-methyl-1H-pyrazol-5-yl)pyrazin-2-yl)methanone